C1(=CC=CC=C1)P(C1=CC=CC=C1)[Bi](P(C1=CC=CC=C1)C1=CC=CC=C1)P(C1=CC=CC=C1)C1=CC=CC=C1 tri(diphenylphosphino)bismuthane